(2-methacryloyloxyethyl)trimethyl-ammonium chloride [Cl-].C(C(=C)C)(=O)OCC[N+](C)(C)C